FC(CN1N=C(C=2C1=NC(=NC2)N2CC1(CN(C1)C1=NC(=NC(=C1)C)C)CC2)C)F 6-[1-(2,2-difluoroethyl)-3-methyl-1H-pyrazolo[3,4-d]pyrimidin-6-yl]-2-(2,6-dimethylpyrimidin-4-yl)-2,6-diazaspiro[3.4]octane